COC1=CC=C(C=C1)NC(NN)=S 4-(4-methoxyphenyl)thiosemicarbazide